1-aminoethyl-3-methylimidazole dicyanamide salt [N-](C#N)C#N.NC(C)C1=NC=CN1C